sulfur (cysteine) N[C@@H](CS)C(=O)O.[S]